(RS)-4-Methyl-N-(4-(pyrrolidin-3-yl)-phenyl)-benzamid CC1=CC=C(C(=O)NC2=CC=C(C=C2)[C@@H]2CNCC2)C=C1 |r|